P(=O)(OCC1CCN(CC1)C1=CC=NC2=CC(=C(C=C12)OC)OC)(O)O (1-(6,7-dimethoxyquinolin-4-yl)piperidin-4-yl)methyl Dihydrogen Phosphate